4-bromo-3-(carboxymethyl)benzoic acid BrC1=C(C=C(C(=O)O)C=C1)CC(=O)O